N-(3-(azepan-1-yl)-4-(piperidine-1-carbonyl)phenyl)cyclopropanecarboxamide N1(CCCCCC1)C=1C=C(C=CC1C(=O)N1CCCCC1)NC(=O)C1CC1